C12(C(C=CC=C1)(C)O2)C.[Na] sodium xylen oxide